N[C@@H](CN1C(C=2C=C3C(=CC2CC1)N(C(=N3)C=3N(C1=C(C=CC=C1C3)OC)CC3CC3)C)=O)[C@H](C)F 6-((2S,3S)-2-amino-3-fluorobutyl)-2-(1-(cyclopropylmethyl)-7-methoxy-1H-indol-2-yl)-1-methyl-1,6,7,8-tetrahydro-5H-imidazo[4,5-g]isoquinolin-5-one